5'-bromospiro[cyclopropane-1,3'-indoline] BrC=1C=C2C3(CNC2=CC1)CC3